C[C@@H]1CN(C[C@@H](N1)C)C1=CC=CC(=N1)CNC=1C2=C(N=CN1)NC=C2C2=CC(=NC=C2)C(=O)N 4-(4-(((6-((3R,5S)-3,5-Dimethylpiperazin-1-yl)pyridin-2-yl)methyl)amino)-7H-pyrrolo[2,3-d]pyrimidin-5-yl)picolinamide